[Na].N[C@H]1CN(CCC1)C(=O)C1=CC=2N(C=C1)C(=C(N2)C=2N(C1=CC=CC=C1C2)CC2CC2)COC (R)-(3-Aminopiperidin-1-yl)(2-(1-(cyclopropylmethyl)-1H-indol-2-yl)-3-(methoxymethyl)imidazo[1,2-a]pyridin-7-yl)methanone sodium